FC1=CC=2C(=NC(=CN2)[C@@H]2CN(CCC2)C)N=C1C1=C(C=C(C=C1C)C)OC |r| 7-fluoro-6-(2-methoxy-4,6-dimethyl-phenyl)-3-[rac-(3S)-1-methyl-3-piperidyl]pyrido[2,3-b]pyrazine